ClC=1C(=NC=CC1SC1=CN=C(N=N1)N1CCC2(CC1)[C@@H](C1=CC=CC=C1C2)N)NC (S)-1'-(6-((3-chloro-2-(methylamino)pyridin-4-yl)thio)-1,2,4-triazin-3-yl)-1,3-dihydrospiro[indene-2,4'-piperidin]-1-amine